FC(C(=O)O)(F)F.N[C@H](C(=O)N(C1=CC=CC=C1)C)C (S)-2-amino-N-methyl-N-phenylpropionamide trifluoroacetate